dimethyl 5,5'-methylenedianthranilate C(C1=CC=C(C(C(=O)OC)=C1)N)C1=CC=C(C(C(=O)OC)=C1)N